6-chloropyridine-3,4-dicarboxylic acid dimethyl ester COC(=O)C=1C=NC(=CC1C(=O)OC)Cl